NC1=C(C=C(C=C1)Br)NC[C@@H](CCCOC1=C(C=NN1C)C1=CC(=CN(C1=O)CC)C(=O)[O-])C (R)-5-(5-((5-((2-amino-5-bromophenyl) amino)-4-methylpentyl) oxy)-1-methyl-1H-pyrazol-4-yl)-1-ethyl-6-oxo-1,6-dihydropyridine-3-carboxylate